(1s,5r)-N-[6-(3-fluorophenyl)pyridazin-3-yl]-3-(tetrahydropyran-4-ylmethyl)-3-azabicyclo[3.1.0]hexane-6-amine FC=1C=C(C=CC1)C1=CC=C(N=N1)NC1[C@H]2CN(C[C@@H]12)CC1CCOCC1